C(C)(C)C1=NC2=C(N1)C=C1C(=C2)SC2=C1C=CC=C2 2-isopropyl-1H-benzo[4',5']thieno[2',3':4,5]benzo[1,2-d]imidazole